C(#N)CC1=NN2C(N(C(N=C2N2C[C@H](N(C[C@@H]2C)C(=O)OC(C)(C)C)CC)=O)C)=C1 tert-butyl (2R,5S)-4-(7-(cyanomethyl)-1-methyl-2-oxo-1,2-dihydropyrazolo[1,5-a][1,3,5]triazin-4-yl)-2-ethyl-5-methylpiperazine-1-carboxylate